BrC=1C=C2CCN(CC2=CC1)C(CC(C)(C)O)=O 1-(6-bromo-3,4-dihydroisoquinolin-2(1H)-yl)-3-hydroxy-3-methylbutan-1-one